C1NCC12CC(C2)OC2=CC(=C(C=C2)C=2N(C1=NC=NC(=C1N2)OC2(CC2)C)CC2=CC=CC=C2)Cl 8-(4-((2-azaspiro[3.3]heptan-6-yl)oxy)-2-chlorophenyl)-9-benzyl-6-(1-methylcyclopropoxy)-9H-purine